CCC(CCC)[BH-](C(CC)CCC)C(CC)CCC.[K+].O1C=C(C2=C1C=CC=C2)N2CCN(CC2)C(=O)NC2=CNC1=CC=CC=C21 4-(benzofuran-3-yl)-N-(1H-indol-3-yl)piperazine-1-carboxamide potassium tris(hexane-3-yl)borohydride